1-(4-fluoro-2-methylphenyl)-4-methyl-2-oxopyridine-3-carboxamide FC1=CC(=C(C=C1)N1C(C(=C(C=C1)C)C(=O)N)=O)C